6'-(5-(2-methylpyridin-3-yl)-1H-pyrrolo[2,3-b]pyridin-3-yl)spiro[cyclohexane-1,1'-isoindolin]-3'-one CC1=NC=CC=C1C=1C=C2C(=NC1)NC=C2C2=CC=C1C(NC3(C1=C2)CCCCC3)=O